4-Aminonicotinamide NC1=CC=NC=C1C(=O)N